1-(4-(5-((4-(4-morpholino-7H-pyrrolo[2,3-d]pyrimidin-6-yl)phenyl)amino)pyridin-2-yl)piperazin-1-yl)prop-2-en-1-one O1CCN(CC1)C=1C2=C(N=CN1)NC(=C2)C2=CC=C(C=C2)NC=2C=CC(=NC2)N2CCN(CC2)C(C=C)=O